C(C)OC(=O)C(C(C)C(=O)OC(C)(C)C)CCC Hexane-2,3-dicarboxylic acid 2-(t-butyl) ester 3-ethyl ester